(R,E)-N-((1,2,3,5,6,7-hexahydro-s-indacen-4-yl)carbamoyl)-2-(1-(2-methoxyethyl)pyrrolidin-2-yl)ethensulfonamid C1CCC2=C(C=3CCCC3C=C12)NC(=O)NS(=O)(=O)\C=C\[C@@H]1N(CCC1)CCOC